(R)-2-Methyl-N-(7-oxo-1-(5-phenyl-1H-imidazol-2-yl)nonyl)-2-azaspiro[3.5]nonan-7-carboxamid CN1CC2(C1)CCC(CC2)C(=O)N[C@H](CCCCCC(CC)=O)C=2NC(=CN2)C2=CC=CC=C2